2-(Tert-butyl)-6-(6-(((1S,3S)-3-((7-fluoro-[1,2,4]triazolo[1,5-a]pyridin-2-yl)amino)cyclopentyl)amino)pyridin-3-yl)-5,6-dihydro-7H-pyrrolo[3,4-b]pyridin-7-one C(C)(C)(C)C1=CC=C2C(=N1)C(N(C2)C=2C=NC(=CC2)N[C@@H]2C[C@H](CC2)NC2=NN1C(C=C(C=C1)F)=N2)=O